C1OCC12NCCC(C2)C(=O)N 2-oxa-5-azaspiro[3.5]nonane-8-carboxamide